2-(5-(3,5-dichlorophenyl)-5-(trifluoromethyl)-4,5-dihydroisoxazol-3-yl)-N-(pyridin-2-ylmethyl)-2,3-dihydro-1H-pyrrolo[3,4-c]pyridine-6-carboxamide ClC=1C=C(C=C(C1)Cl)C1(CC(=NO1)N1CC=2C=NC(=CC2C1)C(=O)NCC1=NC=CC=C1)C(F)(F)F